NC=1C=2N(C3=CC(=CC=C3N1)C(=O)N(C1CCC3=NC(=CC=C31)C(F)(F)F)CC)C=NN2 4-amino-N-ethyl-N-(2-(trifluoromethyl)-6,7-dihydro-5H-cyclopenta[b]pyridin-5-yl)-[1,2,4]triazolo[4,3-a]quinoxaline-8-carboxamide